C1(CC1)NC1=NC(=CC2=CN=C(C=C12)N[C@@H]1CNCCC1)C#N (S)-1-(cyclopropylamino)-7-(piperidin-3-ylamino)-2,6-naphthyridine-3-carbonitrile